(1R,5R)-4,6,6-trimethylbicyclo[3.1.1]hept-3-ene CC1=CC[C@H]2C([C@@H]1C2)(C)C